OC1(CC(C1)C(=O)N1CC2(C1)CC(C2)CC=2C=CC1=CN(N=C1C2)C(C)C)C ((1s,3s)-3-Hydroxy-3-methylcyclobutyl)(6-((2-isopropyl-2H-indazol-6-yl)methyl)-2-azaspiro[3.3]heptan-2-yl)methanone